NC1=CC=C(OC2=CC=C(C=C2)S(=O)(=O)C2=CC=C(C=C2)OC2=CC=C(C=C2)N)C=C1 Bis[4-(4-amino-phenoxy) phenyl] sulfone